trans-2-[4-[4-(4-chlorophenyl)-5-(methylsulfanylmethyl)-1,2,4-triazol-3-yl]cyclohexyl]oxy-pyridine ClC1=CC=C(C=C1)N1C(=NN=C1CSC)[C@@H]1CC[C@H](CC1)OC1=NC=CC=C1